pyridin-2-yl-piperazine tert-butyl-N-[(3R)-8-fluoro-1,1,4-trioxo-7-[5-(1,1,2,2,2-pentafluoroethyl)-1,3,4-oxadiazol-2-yl]-3,5-dihydro-2H-1λ6,5-benzothiazepin-3-yl]carbamate C(C)(C)(C)OC(N[C@H]1CS(C2=C(NC1=O)C=C(C(=C2)F)C=2OC(=NN2)C(C(F)(F)F)(F)F)(=O)=O)=O.N2=C(C=CC=C2)N2CCNCC2